Methyl [(2R,4R)-4-{(ethanesulfonyl) [(4-methoxyphenyl)methyl]amino}-3,3-difluoropyrrolidin-2-yl]acetate hydrochloride Cl.C(C)S(=O)(=O)N([C@H]1C([C@H](NC1)CC(=O)OC)(F)F)CC1=CC=C(C=C1)OC